FC=1C=C(C=C(C1)F)N(C1=CC=C2C(=C(CN(C2=C1)C1=CC=CC=C1)C(C(F)(F)F)=O)O)C1=CC(=CC(=C1)F)F 7-(bis(3,5-difluorophenyl)amino)-4-hydroxy-1-phenyl-3-(2,2,2-trifluoroethan-1-on-1-yl)quinolin